METHYL-2-ISOCYANO-5-NITRO-BENZOATE COC(C1=C(C=CC(=C1)[N+](=O)[O-])[N+]#[C-])=O